FC(C1=NN(C(=C1)C1=NC(=NO1)C1(CC1)C1=C(C=CC=C1)C)C1CC(C1)C(=O)OC)F Methyl 3-(3-(difluoromethyl)-5-(3-(1-(o-tolyl)cyclopropyl)-1,2,4-oxadiazol-5-yl)-1H-pyrazol-1-yl)cyclobutane-1-carboxylate